FC1=C(C=C(C=C1)F)[C@@H]1N(C[C@H](C1)F)C=1N=C2C(=CC=NC2=CC1)N 6-((2R,4S)-2-(2,5-difluorophenyl)-4-fluoropyrrolidin-1-yl)-1,5-naphthyridin-4-amine